O[C@@](CN1N=CC(=C1)C#N)(C)[C@H]1CC[C@H]([C@H]2[C@@H]3CC[C@@H]4C[C@](CC[C@@H]4[C@H]3CC[C@]12C)(C)O)C 1-((S)-2-hydroxy-2-((1S,4R,4aS,4bR,6aR,8R,10aS,10bR,12aS)-8-hydroxy-4,8,12a-trimethyloctadecahydrochrysen-1-yl)propyl)-1H-pyrazole-4-carbonitrile